COC=1C=C2CCN(C(C2=CC1OC)CCC1=CN(C2=CC=CC=C12)CC(=O)N)CC1CCOCC1 2-(3-(2-(6,7-dimethoxy-2-((tetrahydro-2H-pyran-4-yl)methyl)-1,2,3,4-tetrahydroisoquinolin-1-yl)ethyl)-1H-indol-1-yl)acetamide